COC(=O)N1CC(C1)C(=O)N[C@@H](CCN1C2CC(CC1CC2)N2C(=NC1=C2C=CC=C1)C)C1=CC=CC=C1 Methyl-3-[({(1S)-3-[3-exo-(2-methyl-1H-benzimidazol-1-yl)-8-azabicyclo[3.2.1]oct-8-yl]-1-phenylpropyl}amino)carbonyl]-1-azetidinecarboxylate